CC1=NN=C(S1)SC(CO)(SC=1SC(=NN1)C)SC=1SC(=NN1)C 2,2,2-tris((5-methyl-1,3,4-thiadiazole-2-yl)thio)ethanol